5-Formyl-benzo[b]thiophene-7-carbonitrile C(=O)C1=CC2=C(SC=C2)C(=C1)C#N